N-(3-(1H-imidazol-1-yl)benzyl)-N-(3-methoxybenzyl)-4-(morpholinomethyl)aniline N1(C=NC=C1)C=1C=C(CN(C2=CC=C(C=C2)CN2CCOCC2)CC2=CC(=CC=C2)OC)C=CC1